6-(6-(2-hydroxypropan-2-yl)pyridin-3-yl)-4-(2-morpholinoethyl)-3,4-dihydropyrazino[2,3-b]pyrazin-2(1H)-one OC(C)(C)C1=CC=C(C=N1)C=1N=C2C(=NC1)NC(CN2CCN2CCOCC2)=O